7-[[6-[(dimethyl-amino)methyl]-5-[(3S)-3-methylmorpholin-4-yl]-2-pyridyl]amino]-4-(7-fluoro-imidazo[1,2-a]pyridin-3-yl)isoindolin-1-one CN(C)CC1=C(C=CC(=N1)NC=1C=CC(=C2CNC(C12)=O)C1=CN=C2N1C=CC(=C2)F)N2[C@H](COCC2)C